N-[5-[4-[(3-cyanopyrazin-2-yl)amino]cyclohexoxy]-7-morpholino-1,6-naphthyridin-3-yl]-N-[(3-methyl-2-nitro-imidazol-4-yl)methyl]methanesulfonamide C(#N)C=1C(=NC=CN1)NC1CCC(CC1)OC1=C2C=C(C=NC2=CC(=N1)N1CCOCC1)N(S(=O)(=O)C)CC=1N(C(=NC1)[N+](=O)[O-])C